N-(2-methoxy-4-(4-methylpiperazin-1-yl)phenyl)formamide COC1=C(C=CC(=C1)N1CCN(CC1)C)NC=O